2-(1,1-difluoroethyl)-5-vinyl-pyridine FC(C)(F)C1=NC=C(C=C1)C=C